(methoxymethyl)hexahydroisobenzofuran-1(3H)-one COCC1OC(C2CCCCC12)=O